5-(3-chloropropylamino)-3-(4-fluorophenyl)isoxazole-4-carboxamide hydrochloride Cl.ClCCCNC1=C(C(=NO1)C1=CC=C(C=C1)F)C(=O)N